FC=1C=C(C=CC1F)/C=C/CO (E)-3-(3,4-difluorophenyl)prop-2-en-1-ol